N-(4-((2-(2-fluoropropan-2-yl)pyrimidin-4-yl)amino)-5-(6-methoxypyrimidin-4-yl)pyridin-2-yl)acetamide FC(C)(C)C1=NC=CC(=N1)NC1=CC(=NC=C1C1=NC=NC(=C1)OC)NC(C)=O